4-[4-(2,6-Dioxopiperidin-3-yl)phenyl]piperidine-1-carboxylic acid tert-butyl ester C(C)(C)(C)OC(=O)N1CCC(CC1)C1=CC=C(C=C1)C1C(NC(CC1)=O)=O